5-[3-{[(1S)-1-(piperidin-4-yl)propyl]amino}-4-(trifluoromethyl)phenyl]-1,3,4-oxadiazol-2(3H)-one N1CCC(CC1)[C@H](CC)NC=1C=C(C=CC1C(F)(F)F)C1=NNC(O1)=O